N-cyclooctyl-N'-(4-cyanophenyl)-S-methylisothiourea C1(CCCCCCC1)NC(SC)=NC1=CC=C(C=C1)C#N